methyl 2-(3-(dimethylamino) propoxy)-5-formylbenzoate CN(CCCOC1=C(C(=O)OC)C=C(C=C1)C=O)C